N1(CCCCC1)C(C(=O)N)CC (piperidin-1-yl)butanamide